C1(CCCC1)N1C(=NC(=C1C)C(=O)N)C1=NC=CC(=C1)C=1C=NC=C(C1)S(=O)(=O)C Cyclopentyl-5-methyl-2-[5-(methylsulfonyl)-3,4'-bipyridin-2'-yl]-1H-imidazole-4-carboxamide